C(C)(=O)OCCC1CC2(C1)CC(C2)NC(=O)C=2C=C(C=C1C=NN(C21)CC=2C=NC(=NC2)C2=CC(=CC(=C2)OC)F)OC(F)F 2-(6-(5-(difluoromethoxy)-1-((2-(3-fluoro-5-methoxyphenyl)pyrimidin-5-yl)methyl)-1H-indazole-7-carboxamido)spiro[3.3]heptane-2-yl)ethyl acetate